tert-butyl 4-[6-(1-methyl-1H-pyrazol-4-yl)pyrazolo[1,5-a]pyridine-3-yl]-3-oxopiperazine-1-carboxylate CN1N=CC(=C1)C=1C=CC=2N(C1)N=CC2N2C(CN(CC2)C(=O)OC(C)(C)C)=O